C(C(=O)O)(=O)O oxaloic acid